N-(2-bromopyrimidin-5-yl)valeramide BrC1=NC=C(C=N1)NC(CCCC)=O